1-(3-(4-((5-phenoxypyrimidin-2-yl)amino)quinazolin-6-yl)piperidin-1-yl)prop-2-en-1-one O(C1=CC=CC=C1)C=1C=NC(=NC1)NC1=NC=NC2=CC=C(C=C12)C1CN(CCC1)C(C=C)=O